C(CCCCCCCCC)F decyl-fluorine